bis(1-(cyclooctyloxy)-2,2,6,6-tetramethylpiperidin-4-yl) decanedioate C(CCCCCCCCC(=O)OC1CC(N(C(C1)(C)C)OC1CCCCCCC1)(C)C)(=O)OC1CC(N(C(C1)(C)C)OC1CCCCCCC1)(C)C